ClC1=NC(=NC(=N1)Cl)N[C@H]1[C@H]([C@H]([C@H](OC1)CO)O)O (2R,3R,4R,5R)-5-((4,6-dichloro-1,3,5-triazin-2-yl)amino)-2-(hydroxymethyl)tetrahydro-2H-pyran-3,4-diol